ClC1=NC(=NC=C1C(F)(F)F)N[C@@H]1C[C@H](CC1)NC(OC(C)(C)C)=O tert-butyl N-[(1S,3S)-3-{[4-chloro-5-(trifluoromethyl)pyrimidin-2-yl]amino}cyclopentyl]carbamate